3-[4-(1,1-Dimethyl-propyl)-benzoyl]-3-methyl-azetidine-1-carboxylic acid CC(CC)(C)C1=CC=C(C(=O)C2(CN(C2)C(=O)O)C)C=C1